tri-potassium citrate mono-hydrate O.C(CC(O)(C(=O)[O-])CC(=O)[O-])(=O)[O-].[K+].[K+].[K+]